CC1=CC(=NC=C1C=1C=2N(C3=CC(=NC=C3C1)NC)C=CN2)C(CC)O 1-(4-Methyl-5-(8-(methylamino)imidazo[1,2-a][1,6]naphthyridin-4-yl)pyridin-2-yl)propan-1-ol